BrC=1C(=NC(=NC1)NC1=C(C=C(C(=C1)OC)N1CCC(CC1)N1CCN(CC1)C)C)NC1=C(C=C(C=C1)C1CC1)C(C)(C)O 2-(2-((5-Bromo-2-((5-methoxy-2-methyl-4-(4-(4-methylpiperazin-1-yl)piperidin-1-yl)Phenyl)amino)pyrimidin-4-yl)amino)-5-cyclopropylphenyl)propan-2-ol